[C@H]1([C@@H](O)[C@@H](O)[C@H](O)[C@H](O1)CO)OCCNC(CCCCCNC(CN(CC(NCCCCCNC(OCC1=CC=CC=C1)=O)=O)CC(=O)ON1C(CCC1=O)=O)=O)=O 2,5-dioxopyrrolidin-1-yl 13-(2-{[6-({2-[(α-D-mannopyranosyl)oxy]ethyl}amino)-6-oxohexyl]amino}-2-oxoethyl)-3,11-dioxo-1-phenyl-2-oxa-4,10,13-triazapentadecan-15-oate